ClC[C@H]1OCCN(C1)C=O ((S)-2-(Chloromethyl)morpholino)methanone